1-(2-ethoxyethoxy)-1,2-difluoroethane C(C)OCCOC(CF)F